4-acetoxyphenyl(dimethyl)sulfonium C(C)(=O)OC1=CC=C(C=C1)[S+](C)C